FC=1C(=NC=NC1F)N1C(COCC1)C1=NC=C(C=C1)C(F)(F)F 4-(5,6-Difluoropyrimidin-4-yl)-3-(5-(trifluoromethyl)pyridin-2-yl)morpholine